NCC1CC(C1)C(=O)O 3-(aminomethyl)cyclobutane-1-carboxylic acid